C(C)OC(C(C(=O)OCC)(CC1=CC=CC=C1)COS(=O)(=O)ON1[C@@H]2CC[C@H](N(C1=O)C2)C(N)=O)=O.OC2=CC=C(C=C2)CC(=O)NC2=CC=C(C=C2)SC 2-(4-hydroxyphenyl)-N-(4-(methylthio)phenyl)acetamide diethyl-2-((((((2S,5R)-2-carbamoyl-7-oxo-1,6-diazabicyclo[3.2.1]octane-6-yl)oxy)sulfonyl)oxy)methyl)-2-benzylmalonate